3-Benzyl-5-methyl-6-(3-(trifluoromethyl)phenyl)thieno[2,3-d]pyrimidine-2,4(1H,3H)-dione C(C1=CC=CC=C1)N1C(NC2=C(C1=O)C(=C(S2)C2=CC(=CC=C2)C(F)(F)F)C)=O